((2,6-dimethylpyrimidin-4-yl)amino)-N-ethoxy-4-((3-fluoro-4-Methyl-2-(N-methylmethylsulfonamido)phenyl)amino)nicotinamide CC1=NC(=CC(=N1)NC1=C(C(=O)NOCC)C(=CC=N1)NC1=C(C(=C(C=C1)C)F)N(S(=O)(=O)C)C)C